F[C@@H]1CN(CC[C@H]1NC1=NN2C(C=N1)=CN=C2C2(CCC2)C)C(=O)OC(C)(C)C tert-butyl (3R,4R)-3-fluoro-4-{[7-(1-methylcyclobutyl)imidazo[4,3-f][1,2,4]triazin-2-yl]amino}piperidine-1-carboxylate